C([C@H](O)C)(=O)[O-].[Fe+3].C([C@H](O)C)(=O)[O-].C([C@H](O)C)(=O)[O-] ferric D-lactate